CC(C1=NC=CC=C1O)(N)C 2-(dimethyl-aminomethyl)-3-hydroxypyridine